O1NC(CC2=C1C=NC=N2)=O pyrimidooxazinone